4-(N'-hydroxycarbamimidoyl)-6-methyl-N-(4-methylthiazol-2-yl)picolinamide ON=C(N)C1=CC(=NC(=C1)C)C(=O)NC=1SC=C(N1)C